C=CCCCC(CCCC(=O)[O-])C(=O)[O-] 1-nonene-6,9-dicarboxylate